C(C)(=O)C=1C(OC2=C(C1N1CCOCC1)C=CC(=C2)NC2=NC=CC(=N2)C2=CN(C1=CC=CC=C21)C)=O 3-acetyl-7-((4-(1-methyl-1H-indol-3-yl)pyrimidin-2-yl)amino)-4-morpholino-2H-benzopyran-2-one